propyl-N,N-diethylamine C(CC)N(CC)CC